(3R)-3-{[8,9-dimethoxy-2-(1-methyl-1H-pyrazol-4-yl)[1,2,4]triazolo[1,5-c]quinazolin-5-yl]amino}azepan-2-one COC=1C(=CC=2C=3N(C(=NC2C1)N[C@H]1C(NCCCC1)=O)N=C(N3)C=3C=NN(C3)C)OC